N-[3-cyano-1-(2-fluorobenzyl)-1H-indol-5-yl]-6-oxo-1,6-dihydropyrimidine-4-carboxamide C(#N)C1=CN(C2=CC=C(C=C12)NC(=O)C=1N=CNC(C1)=O)CC1=C(C=CC=C1)F